(S)-1-(2-Chloro-3-(4-(2-((1-(methylsulfonyl)piperidin-4-yl)amino)-5-(trifluoromethyl)pyrimidin-4-yl)-1H-imidazol-1-yl)benzyl)pyrrolidin-3-ol ClC1=C(CN2C[C@H](CC2)O)C=CC=C1N1C=NC(=C1)C1=NC(=NC=C1C(F)(F)F)NC1CCN(CC1)S(=O)(=O)C